1-(2-fluoro-5-nitrophenyl)naphthalene ammonium manganese (II) pyrophosphate [O-]P([O-])(=O)OP(=O)([O-])O.[Mn+2].[NH4+].FC1=C(C=C(C=C1)[N+](=O)[O-])C1=CC=CC2=CC=CC=C12